3-(((1-(3,3-dimethyl-2,3-dihydro-1H-pyrrolo[3,2-b]pyridine-1-carbonyl)piperidin-4-yl)(methyl)amino)methyl)benzonitrile CC1(CN(C=2C1=NC=CC2)C(=O)N2CCC(CC2)N(C)CC=2C=C(C#N)C=CC2)C